C(CCCCCCCCCCC)(=O)OC1=C(C(=C(C=C1C(C)(C)C)C)CC=1NCCN1)C 6-(tert-butyl)-3-((4,5-dihydro-1H-imidazol-2-yl)methyl)-2,4-dimethylphenyl dodecanoate